C1(CC1)C1=C(C(=NO1)C1=C(C=CC=C1Cl)Cl)COC1CCN(CC1)C1=CC=C(C=C1)C#CC(=O)OCC ethyl 3-(4-(4-((5-cyclopropyl-3-(2,6-dichlorophenyl)isoxazol-4-yl)methoxy)piperidin-1-yl)-phenyl)propiolate